(1r,3r)-3-(3,5-dimethylphenoxy)-N-((6-fluoroisoquinolin-5-yl)methyl)cyclobutan-1-amine hydrochloride Cl.CC=1C=C(OC2CC(C2)NCC2=C3C=CN=CC3=CC=C2F)C=C(C1)C